FC1(CC(CCC1)N(C1=CC=CC=C1)C(CC1(CCN(CC1)C(C(C)C1=CC(=CC=C1)F)=O)C(=O)OC)=O)F Racemic-methyl 4-[2-(N-[3,3-difluorocyclohexyl] anilino)-2-oxo-ethyl]-1-[2-(3-fluorophenyl) propanoyl]piperidine-4-carboxylate